C(C1=CC=CC=C1)N1C(/C(/C2=CC=CC=C12)=C/[N+](=O)[O-])=O (E)-1-benzyl-3-(nitromethylene)indol-2-one